7-Chloro-3-((7-((R)-3-cyclohexyl-2-methylpropanoyl)-10-hydroxy-7-azaspiro[4.5]decan-10-yl)methyl)quinazolin-4(3H)-one ClC1=CC=C2C(N(C=NC2=C1)CC1(CCN(CC12CCCC2)C([C@@H](CC2CCCCC2)C)=O)O)=O